(rac)-tert-Butyl (4R or S,5'R or S)-6-chloro-5,5'-difluoro-2-oxo-1,2-dihydrospiro[benzo[d][1,3]oxazine-4,3'-piperidine]-1'-carboxylate ClC1=C(C2=C(NC(O[C@@]23CN(C[C@@H](C3)F)C(=O)OC(C)(C)C)=O)C=C1)F |r|